FC=1C=CC=C2C=C(NC(C12)=O)C1CC(CC1)N1CCN(CC1)C=1C=CC(=NC1)C(=O)NC 5-(4-(3-(8-fluoro-1-oxo-1,2-dihydroisoquinolin-3-yl)cyclopentyl)piperazin-1-yl)-N-methylpicolinamide